C(C1=CC=CC=C1)NC(N(C1CCC(CC1)NC1=NC=C(C=C1)C#N)C=1C=C(C(=C(C1)NC(C=C)=O)N1C[C@@H](N(CC1)C)C)F)=O N-(5-(3-benzyl-1-((1r,4S)-4-((5-cyanopyridin-2-yl)amino)cyclohexyl)ureido)-2-((S)-3,4-dimethylpiperazin-1-yl)-3-fluorophenyl)acrylamide